ethyl 3-hydroxy-2,2-dimethylpropionate OCC(C(=O)OCC)(C)C